AluminanAL [Al]1(CCCCC1)C=O